CN1N=CC=C1C(=O)NC(C)C 1-methyl-N-(propan-2-yl)-1H-pyrazole-5-carboxamide